Cl.NCCCC(=O)O gamma-aminobutyrate hydrochloride